O1CC(C(C(C1)C=O)C=O)C=O tetrahydro-2H-pyran-3,4,5-trial